ethyl 2-(4-bromo-3-fluorophenyl)propanoate BrC1=C(C=C(C=C1)C(C(=O)OCC)C)F